C(C)NC(=O)C1=CC2=C(C(N(C=C2C2=C(C=C3C=NN(C3=C2)CC(C)(C)O)OC2=C(C=C(C=C2C)F)C)C)=O)N1 N-ethyl-4-(5-(4-fluoro-2,6-dimethylphenoxy)-1-(2-hydroxy-2-methylpropyl)-1H-indazol-6-yl)-6-methyl-7-oxo-6,7-dihydro-1H-pyrrolo[2,3-c]pyridine-2-carboxamide